1-(ethoxycarbonyl)-2-methyl-2-propen-1-yl 2-[4-[(6-chloro-2-quinoxalinyl)oxy]phenoxy]propanoate ClC=1C=C2N=CC(=NC2=CC1)OC1=CC=C(OC(C(=O)OC(C(=C)C)C(=O)OCC)C)C=C1